NC1=C(C=C(C(=C1)F)Br)N[C@@H]1CN(CC1)C(=O)OC(C)(C)C tert-butyl (S)-3-((2-amino-5-bromo-4-fluorophenyl)amino)pyrrolidine-1-carboxylate